ClC1=CC(=C(C=N1)C1=NC=C(C=C1F)CN1CC(C1)CC(F)F)N[C@H](CCO)C (S)-3-((6'-chloro-5-((3-(2,2-difluoroethyl)azetidin-1-yl)methyl)-3-fluoro-[2,3'-bipyridin]-4'-yl)amino)butan-1-ol